C(CCCCCCCCCCC)OS(=O)(=O)C1=CC=CC=C1.O water dodecyl-benzenesulfonate